5-chloro-[1,6]Naphthyridine-7-carboxylic acid methyl ester COC(=O)C1=NC(=C2C=CC=NC2=C1)Cl